[Si](C)(C)(C(C)(C)C)O[C@@H](C)[C@@H]1[C@H](N(C1=O)C(C(=O)OC(C1=CC=C(C=C1)[N+](=O)[O-])=O)=O)[C@@H](C(=O)S[C@@H]1C[C@@H](NC1)C(N(C)C)=O)C (2R,4R)-4-(((S)-2-((2S,3S)-3-((S)-1-((tert-butyldimethylsilyl)oxy)ethyl)-1-(2-((4-nitrobenzoyl)oxy)-2-oxoacetyl)-4-oxoazetidin-2-yl)propanoyl)thio)-2-(dimethylcarbamoyl)pyrrolidine